5-chloro-4-(cyclopentylmethoxy)-2-fluoro-N-((1-methoxypropan-2-yl)sulfonyl)benzamide ClC=1C(=CC(=C(C(=O)NS(=O)(=O)C(COC)C)C1)F)OCC1CCCC1